1-(4,6-difluorobenzofuran-5-yl)-2-(methylamino)propan-1-one FC1=C(C(=CC2=C1C=CO2)F)C(C(C)NC)=O